4-(4-tert-butoxycarbonylpiperazin-1-yl)-1-tetrahydropyran-2-yl-pyrazolo[3,4-c]pyridine-7-carboxylic acid C(C)(C)(C)OC(=O)N1CCN(CC1)C1=C2C(=C(N=C1)C(=O)O)N(N=C2)C2OCCCC2